C(C)OC1=C(OCC2CN(CCO2)C(=O)OC2=CC(=NC=C2)Cl)C=CC=C1 2-chloropyridin-4-yl 2-((2-ethoxyphenoxy)methyl)morpholine-4-carboxylate